ClC1=C(OC=2N=NC(=CC2C(=O)NC2=CC(=CC=C2)S(=O)(=O)C)C(F)(F)F)C=CC(=C1)OC(F)(F)F 3-(2-chloro-4-(trifluoromethoxy)phenoxy)-N-(3-(methylsulfonyl)phenyl)-6-(trifluoromethyl)pyridazine-4-carboxamide